The molecule is an N(2)-acyl-L-glutaminate resulting from the deprotonation of the carboxy group of N(2)-[4-(indol-3-yl)butanoyl]-L-glutamine. The major species at pH 7.3. It is a conjugate base of a N(2)-[4-(indol-3-yl)butanoyl]-L-glutamine. C1=CC=C2C(=C1)C(=CN2)CCCC(=O)N[C@@H](CCC(=O)N)C(=O)[O-]